OC1=CC=2C=CC3=CC=CC=C3C2C=C1C=1C(=CC=2C=CC3=CC=CC=C3C2C1)O 2,2'-dihydroxy-3,3'-biphenanthrene